CN(C)CCC(C1=NC=CC=C1)C1=CC=CC=C1 N,N-dimethyl-3-phenyl-3-(2-pyridyl)-1-propylamine